tetraethyl 6-fluoro-9H-carbazole-1,2,3,4-tetracarboxylate FC=1C=C2C=3C(=C(C(=C(C3NC2=CC1)C(=O)OCC)C(=O)OCC)C(=O)OCC)C(=O)OCC